2-(dimethylamino)ethyl 6-(2-(3-(6-methylpyridin-2-yl)-4-(quinolin-4-yl)-1H-pyrazol-1-yl)acetamido)nicotinate CC1=CC=CC(=N1)C1=NN(C=C1C1=CC=NC2=CC=CC=C12)CC(=O)NC1=NC=C(C(=O)OCCN(C)C)C=C1